C(C)(C)(C)[Si](C)(C)OCCCOC1=NN(C(=C1[N+](=O)[O-])C)C tert-butyl-[3-(1,5-dimethyl-4-nitro-pyrazol-3-yl)oxypropoxy]-dimethyl-silane